2-((2R,6S)-4-(3-((5-chloro-4-(6-fluoro-1H-indole-3-yl)pyrimidine-2-yl)amino)-5-cyclopropylbenzyl)-2,6-dimethylpiperazine-1-yl)ethane-1-ol ClC=1C(=NC(=NC1)NC=1C=C(CN2C[C@H](N([C@H](C2)C)CCO)C)C=C(C1)C1CC1)C1=CNC2=CC(=CC=C12)F